p-nitro-N-phthaloyl-D,L-phenylalanine [N+](=O)([O-])C1=CC=C(C[C@H](NC(C=2C(C(=O)O)=CC=CC2)=O)C(=O)O)C=C1 |r|